OCCOC1=CC=C(C=C1)[C@@H]1C(N(C(N1)=O)[C@@H](CC=1SC=CC1)C1=NC2=C(N1)C=CC(=C2)I)=O (R)-5-[4-(2-hydroxy-ethoxy)-phenyl]-3-[(S)-1-(5-iodo-1H-benzoimidazol-2-yl)-2-thiophen-2-yl-ethyl]-imidazoline-2,4-dione